8-(5-(2-hydroxy-4-(trifluoromethyl)phenyl)pyrido[2,3-d]pyridazin-8-yl)-3-oxa-1,8-diazaspiro[4.5]decan-2-one OC1=C(C=CC(=C1)C(F)(F)F)C1=C2C(=C(N=N1)N1CCC3(COC(N3)=O)CC1)N=CC=C2